C(C)(=O)[C@H]1C(OC(C1=O)C)=O (R)-3-acetyl-5-methyl-furan-2,4-dione